C(C)(C)(C)OC(=O)N[C@@H](C(=O)OC)CC=1C=C2C=NN(C2=C(C1)C)C methyl (R)-2-((tert-butoxycarbonyl)amino)-3-(1,7-dimethyl-1H-indazol-5-yl)propanoate